C(CCCCC)Cl n-Hexylchlorid